2-((5'-methyl-6-((2-oxido-4-(thiophen-2-yl)-1,3,2-dioxaphosphinan-2-yl)oxy)-4-pentyl-2'-(prop-1-en-2-yl)-[1,1'-biphenyl]-2-yl)oxy)-4-(thiophen-2-yl)-1,3,2-dioxaphosphinane 2-oxide CC=1C=CC(=C(C1)C1=C(C=C(C=C1OP1(OCCC(O1)C=1SC=CC1)=O)CCCCC)OP1(OCCC(O1)C=1SC=CC1)=O)C(=C)C